C1=C(C=CC2=CC=CC=C12)CN naphthalen-2-ylmethanamine